(R)-7-(5-chloro-2-((1-methyl-1h-pyrazole-5-yl)amino)pyridine-4-yl)-2-((3-(hydroxymethyl)-6-methylpyridin-2-yl)methyl)-3-(methoxymethyl)-3,4-dihydropyrrolo[1,2-a]pyrazine-1(2H)-one ClC=1C(=CC(=NC1)NC1=CC=NN1C)C=1C=C2N(C[C@@H](N(C2=O)CC2=NC(=CC=C2CO)C)COC)C1